lead-zinc-lead [Pb].[Zn].[Pb]